3-(3-(4-((1-isobutyl-1H-pyrazol-4-yl)methyl)benzyl)isoxazol-5-yl)pyridin-2-amine C(C(C)C)N1N=CC(=C1)CC1=CC=C(CC2=NOC(=C2)C=2C(=NC=CC2)N)C=C1